C(C)(C)OC1=C(C=C(C=C1)C)B(O)O 2-ISOPROPOXY-5-METHYLPHENYLBORONIC ACID